(difluoropyridyl)boric acid FC1=C(C(=NC=C1)OB(O)O)F